2-(4-chloro-3-fluorophenyl)-1,3-oxazole-5-carboxamide ClC1=C(C=C(C=C1)C=1OC(=CN1)C(=O)N)F